C(OC1=C(C(=CC=C1)CCCCCCC)CCCCCCC)(OC1=C(C(=CC=C1)CCCCCCC)CCCCCCC)=O di(diheptylphenyl) carbonate